ClC=1C=C(C=C(C1)Cl)NC(N(C)C(C)C1=CNC(C2=CC(=C(C=C12)F)F)=O)=O 3-(3,5-Dichlorophenyl)-1-(1-(6,7-difluoro-1-oxo-1,2-dihydroisoquinolin-4-yl)ethyl)-1-methylurea